COC(C1=CC(=C(C=C1)OC(F)F)OCC1CC1)=O 3-(cyclopropylmethoxy)-4-(difluoromethoxy)-benzoic acid methyl ester